C(C)(C)(C)OC(=O)NS(=O)(=O)/C=C/C1(N(CC1)C(=O)OC(C)(C)C)C tert-butyl (E)-2-(2-(N-(tert-butoxycarbonyl)sulfamoyl)vinyl)-2-methylazetidine-1-carboxylate